[C@H]12[C@@H]3O[C@@H]3[C@H]([C@H](OC1)O2)OS(=O)(=O)C2=CC=C(C=C2)C.C(CCCCCCCCCCC)N2CC(CC2=O)=O N-Dodecyl-pyrrolidine-3,5-dione (1R,2S,4S,5R,6R)-3,7,9-trioxatricyclo[4.2.1.02,4]nonan-5-yl-4-methylbenzenesulfonate